(3R,5S)-5-fluoro-3-methyl-piperidin-3-ol F[C@H]1C[C@](CNC1)(O)C